diethyl 2,3-dicyclopentyl-2-cyanosuccinate C1(CCCC1)C(C(=O)OCC)(C(C(=O)OCC)C1CCCC1)C#N